C(C1=CC=CC=C1)N1C(C2=CC=CC=C2C2(C1=O)C1=C(N=C(O2)C(C)(C)C)C=CC=C1)=O 2'-Benzyl-2-(tert-butyl)-1'H-spiro[benzo[d][1,3]oxazine-4,4'-isoquinoline]-1',3'(2'H)-dione